2-amino-2-(chloromethyl)-ethyl malonate C(CC(=O)[O-])(=O)OCC(CCl)N